C1=CNN(N=C1N)N 2,4-diaminotriazine